4-(((R)-2-methoxypropyl)(4-(5,6,7,8-tetrahydro-1,8-naphthyridin-2-yl)butyl)amino)-2-((5-(trifluoromethyl)pyrimidin-2-yl)amino)butanoic acid CO[C@@H](CN(CCC(C(=O)O)NC1=NC=C(C=N1)C(F)(F)F)CCCCC1=NC=2NCCCC2C=C1)C